2-heptyl-4-quinolone N-oxide C(CCCCCC)C1=[N+](C2=CC=CC=C2C(C1)=O)[O-]